C(C)(C)(C)S(=O)N=CC(=O)O tert-butylsulfinyliminoacetic acid